NC(CC(=O)O)C(NC(COC(C(C)(C)C)=O)C)=O 3-Amino-3-({1-[(2,2-dimethylpropanoyl)oxy]propan-2-yl}carbamoyl)propanoic acid